4-((S)-6-hydroxy-6-methyl-1,4-oxazepan-4-yl)-6-methylquinazolin O[C@]1(CN(CCOC1)C1=NC=NC2=CC=C(C=C12)C)C